(R)-3-(cyclopentylamino)piperidine-1-carboxylic acid tert-butyl ester C(C)(C)(C)OC(=O)N1C[C@@H](CCC1)NC1CCCC1